bismethyl-phenyl-diphenyl-butatriene CC=1C(=C(C=CC1)C(=C=C=CC1=CC=CC=C1)C1=CC=CC=C1)C